5-bromobenzo[1,3]dioxolane BrC1=CC2=C(OCO2)C=C1